FC(CN1N=CC=2C1=NC(=CN2)N2CCC1(CN(C1)C=1C(=NC(=NC1)C)C(F)(F)F)CC2)F 7-[1-(2,2-difluoroethyl)-1H-pyrazolo[3,4-b]pyrazin-6-yl]-2-[2-methyl-4-(trifluoromethyl)pyrimidin-5-yl]-2,7-diazaspiro[3.5]nonane